4-((3-(1-(2,2-difluoroethyl)-3-(trifluoromethyl)-1H-pyrazol-4-yl)imidazo[1,2-a]pyrazin-8-yl)amino)-2-ethyl-N-(2-(2-(pyrrolidin-1-yl)ethoxy)ethyl)benzamide formate C(=O)O.FC(CN1N=C(C(=C1)C1=CN=C2N1C=CN=C2NC2=CC(=C(C(=O)NCCOCCN1CCCC1)C=C2)CC)C(F)(F)F)F